rac-(3'S,5S)-1'-(2-chloro-3-methoxyphenyl)-2-(2-ethoxypyridin-3-yl)-3'-ethyl-7-(1-methylazetidin-3-yl)spiro[6H-1,7-naphthyridine-5,4'-piperidine]-8-one ClC1=C(C=CC=C1OC)N1C[C@H]([C@@]2(CC1)C=1C=CC(=NC1C(N(C2)C2CN(C2)C)=O)C=2C(=NC=CC2)OCC)CC |r|